dimethylsilylbis(n-propylcyclopentadienyl)zirconium dichloride [Cl-].[Cl-].C[SiH](C)[Zr+2](C1(C=CC=C1)CCC)C1(C=CC=C1)CCC